menthoxypropylene glycol C1(CC(C(CC1)C(C)C)OC(C(C)O)O)C